(S)-10-((5-Chloro-2-((R)-4,4-difluoro-3-methylpiperidin-1-yl)pyrimidin-4-yl)amino)-2-cyclopropyl-3,3-difluoro-7-methyl-1,2,3,4-tetrahydro-[1,4]oxazepino[2,3-c]chinolin-6(7H)-on ClC=1C(=NC(=NC1)N1C[C@H](C(CC1)(F)F)C)NC1=CC=2C3=C(C(N(C2C=C1)C)=O)OCC([C@@H](N3)C3CC3)(F)F